6-chloro-4-(trifluoromethyl)nicotinonitrile ClC1=NC=C(C#N)C(=C1)C(F)(F)F